CC1(C(=[N+](C=2C=CC3=C(C12)C=CC=C3)CCCCS(=O)(=O)[O-])\C=C\C3=CC=C(C=C3)N3CCNCC3)C (E)-4-(1,1-dimethyl-2-(4-(piperazin-1-yl)styryl)-1H-benzo[e]indol-3-ium-3-yl)butane-1-sulfonate